(4S)-5,5-difluoro-3-(trifluoromethyl)-4,6-dihydro-1H-cyclopenta[c]pyrazol-4-ol FC1([C@H](C2=C(NN=C2C(F)(F)F)C1)O)F